C(#N)C1=CC=C(OCC2CN(C(O2)[C@@H](C(F)(F)F)O)C2=CC(=C(C#N)C=C2)C(F)(F)F)C=C1 4-(5-((4-Cyanophenoxy)methyl)-2-((S)-2,2,2-trifluoro-1-hydroxyethyl)oxazolidin-3-yl)-2-(trifluoromethyl)benzonitril